CC([C@@H](N)C1=CC=C(C=C1)C=1OC(=NN1)C1=CC=CC=C1)C |r| (rac)-2-methyl-1-(4-(5-phenyl-1,3,4-oxadiazol-2-yl)phenyl)propan-1-amine